ClC1=C(C=CC(=C1N)Cl)O 2,4-Dichloro-3-aminophenol